diethyl (3-(8-acetyl-2-oxo-1,8-diazaspiro[4.5]decan-3-yl)-2-((S)-3-cyclohexyl-2-(1H-indole-2-carboxamido)propanamido)-1-hydroxypropyl)phosphonate C(C)(=O)N1CCC2(CC(C(N2)=O)CC(C(O)P(OCC)(OCC)=O)NC([C@H](CC2CCCCC2)NC(=O)C=2NC3=CC=CC=C3C2)=O)CC1